C1(CCCCCC1)[C@@H](C(=O)NC1=CC=C(C=C1)C1=NN=CN1C)NC(=O)C=1N(N=CC1)C(C)C N-[(1S)-1-cycloheptyl-2-[4-(4-methyl-1,2,4-triazol-3-yl)anilino]-2-oxo-ethyl]-2-isopropyl-pyrazole-3-carboxamide